3-(3-carboxy-2,5-dihydroxybenzoylamino)picolinic acid C(=O)(O)C=1C(=C(C(=O)NC=2C(=NC=CC2)C(=O)O)C=C(C1)O)O